4-[(1S)-1-[[4-[2-(3-Chlorophenoxy)ethyl-ethyl-amino]tetrahydropyran-4-carbonyl]amino]ethyl]benzoic acid, hydrochloride Cl.ClC=1C=C(OCCN(C2(CCOCC2)C(=O)N[C@@H](C)C2=CC=C(C(=O)O)C=C2)CC)C=CC1